(S)-6-(1-amino-1,3-dihydro-spiro[inden-2,4'-piperidin]-1'-yl)-3-(1-(3-(pyrrolidin-1-yl)phenyl)vinyl)-1H-pyrazolo[3,4-d]pyrimidin-4(5H)-one N[C@@H]1C2=CC=CC=C2CC12CCN(CC2)C=2NC(C1=C(N2)NN=C1C(=C)C1=CC(=CC=C1)N1CCCC1)=O